FC(OC1=C(C=CC(=C1)F)[C@@H]1[C@H](O[C@@](C1)(C(F)(F)F)C)C(=O)NC1=CC(=NC=C1)C(=O)N)F (2S,3R,5S)-4-[[3-[2-(Difluoromethoxy)-4-fluoro-phenyl]-5-methyl-5-(trifluoromethyl)tetrahydrofuran-2-carbonyl]amino]pyridin-2-carboxamid